NC1=C(N=C2N1C=CC=C2C=2C(=CC1=C(C=CN1)C2)F)C(=O)NCCC 3-Amino-8-(6-fluorobenzo[d]Azol-5-yl)-N-propylimidazo[1,2-a]pyridine-2-carboxamide